FCC[C@H]1N2CC(C[C@@]2(CC1)CO)=C ((5S,7aS)-5-(2-fluoroethyl)-2-methylenetetrahydro-1H-pyrrolizin-7a(5H)-yl)-methanol